C1(=C(C(=CC2=CC3=CC=CC=C3C=C12)O)O)O anthracenetrisol